4-oxo-5H-thieno[3,2-c]pyridin O=C1NC=CC2=C1C=CS2